FC(C1=NN(C(=C1)C)C1=NC(=CC=C1C(C)O)N1C=NC2=C1C=CC(=C2)NC=2N=NC(=CC2)C)F 1-[2-[3-(Difluoromethyl)-5-methyl-pyrazol-1-yl]-6-[5-[(6-methylpyridazin-3-yl)amino]benzimidazol-1-yl]-3-pyridyl]ethanol